(2S,6S)-4-benzyl-2-(methoxymethyl)-6-methyl-3-oxopiperazin C(C1=CC=CC=C1)N1C([C@@H](N[C@H](C1)C)COC)=O